COC1=C(C=C(C=C1)S(=O)(=O)C)N(C(OC(C)(C)C)=O)CC#C tert-butyl N-(2-methoxy-5-methylsulfonyl-phenyl)-N-prop-2-ynyl-carbamate